N-(4-(((2S,4R)-2-methyl-1-propionyl-1,2,3,4-tetrahydroquinolin-4-yl)amino)phenyl)acetamide C[C@@H]1N(C2=CC=CC=C2[C@@H](C1)NC1=CC=C(C=C1)NC(C)=O)C(CC)=O